1-(6-(5-hydroxypentyloxy)quinolin-3-yl)pyrimidine-2,4(1h,3h)-dione OCCCCCOC=1C=C2C=C(C=NC2=CC1)N1C(NC(C=C1)=O)=O